CN(C=1C=NN2C1N=C(C=C2)NCC2=CC=C(C=C2)C(F)(F)F)C N3,N3-Dimethyl-N5-(4-(trifluoromethyl)benzyl)pyrazolo[1,5-a]pyrimidine-3,5-diamine